ethyl 3-(benzyl (ethyl) amino)-2,2-difluoropropionate C(C1=CC=CC=C1)N(CC(C(=O)OCC)(F)F)CC